1-(5-((5-chloro-3',6'-dihydro-[3,4'-bipyridin]-1'(2'H)-yl)methyl)-1-oxoisoindolin-2-yl)dihydropyrimidine-2,4(1H,3H)-dione ClC=1C=C(C=NC1)C=1CCN(CC1)CC=1C=C2CN(C(C2=CC1)=O)N1C(NC(CC1)=O)=O